3-(3-((2-(5-((1-(bis(benzyloxy)phosphoryl)-4,6-difluoro-1H-indol-5-yl)oxy)-2-fluorophenyl)-1H-imidazol-4-yl)methyl)-2-fluorophenyl)propanoic acid methyl ester COC(CCC1=C(C(=CC=C1)CC=1N=C(NC1)C1=C(C=CC(=C1)OC=1C(=C2C=CN(C2=CC1F)P(=O)(OCC1=CC=CC=C1)OCC1=CC=CC=C1)F)F)F)=O